benzoylCoA C(C1=CC=CC=C1)(=O)SCCNC(CCNC([C@@H](C(COP(OP(OC[C@@H]1[C@H]([C@H]([C@@H](O1)N1C=NC=2C(N)=NC=NC12)O)OP(=O)(O)O)(=O)O)(=O)O)(C)C)O)=O)=O